ethyl (R)-4-((1-(2-cyanoethyl)piperidin-3-yl)amino)-1H-pyrrolo[2,3-b]pyridine-5-carboxylate C(#N)CCN1C[C@@H](CCC1)NC1=C2C(=NC=C1C(=O)OCC)NC=C2